ammonium perfluorohexaneate FC(C(=O)[O-])(C(C(C(C(F)(F)F)(F)F)(F)F)(F)F)F.[NH4+]